5-chloro-2-fluoro-4-((octahydrocyclopenta[c]pyrrol-4-yl)amino)-N-(thiazol-2-yl)benzenesulfonamide dihexadecyl-8,18-diimino-13-methyl-4,22-dithia-9,13,17-triazapentacosanedioate C(CCCCCCCCCCCCCCC)OC(CCSCCCC(NCCCN(CCCNC(CCCSCCC(=O)OCCCCCCCCCCCCCCCC)=N)C)=N)=O.ClC=1C(=CC(=C(C1)S(=O)(=O)NC=1SC=CN1)F)NC1CCC2CNCC21